(4-cyano-3-methoxyphenyl)amid C(#N)C1=C(C=C(C=C1)[NH-])OC